Cl.COCCN1CCN(CC1)C1=CC2=C(C=N1)CNC2 6-(4-(2-methoxyethyl)piperazin-1-yl)-2,3-dihydro-1H-pyrrolo[3,4-c]pyridine HCl salt